C(C)N(C1=NC=C2C=C(C=NC2=C1)C=1C=C(C=CC1C)NC(C1=CC(=NC=C1)C1(CC1)F)=O)CC1=CC=C(C=C1)OC N-(3-(7-(ethyl(4-methoxybenzyl)amino)-1,6-naphthyridin-3-yl)-4-methylphenyl)-2-(1-fluorocyclopropyl)isonicotinamide